1-(2-((1,3-dihydroxy-2-methylpropan-2-yl)amino)ethyl)-N-(4-fluorobenzyl)-1H-indole-6-carboxamide OCC(CO)(C)NCCN1C=CC2=CC=C(C=C12)C(=O)NCC1=CC=C(C=C1)F